N-[(1R,3S)-3-{[6-chloro-2-(trifluoromethyl)quinolin-4-yl]amino}cyclohexyl]-5-(difluoromethyl)-1-ethyl-1H-pyrazole-4-carboxamide ClC=1C=C2C(=CC(=NC2=CC1)C(F)(F)F)N[C@@H]1C[C@@H](CCC1)NC(=O)C=1C=NN(C1C(F)F)CC